FC(C(=O)O)(F)F.CC1=C(N=CC(=N1)C1=CNC2=C(C=CC=C12)C#N)NC1CNCCC1 3-(6-methyl-5-(piperidin-3-ylamino)pyrazin-2-yl)-1H-indole-7-carbonitrile 2,2,2-trifluoroacetate